[3-Methyl-4-[[4-(methylaminomethyl)-1-piperidyl]methyl]-2-oxo-benzimidazol-1-yl]piperidine-2,6-dione CN1C(N(C2=C1C(=CC=C2)CN2CCC(CC2)CNC)N2C(CCCC2=O)=O)=O